Tert-butyl (R)-(2-hydroxy-1-phenylethyl)carbamate OC[C@@H](C1=CC=CC=C1)NC(OC(C)(C)C)=O